CC1=C(C=CC(=C1)C)NC1CCN(CC1)C(CNC(=O)C1=NNC(=C1)C1=CC=CC=C1)=O 5-Phenyl-1H-pyrazole-3-carboxylic acid {2-[4-(2,4-dimethyl-phenylamino)-piperidin-1-yl]-2-oxo-ethyl}-amide